CC=1NC2=CC=C(C=C2C1)OC1=CC=NC2=CC=C(C=C12)OC 4-((2-methyl-1H-indol-5-yl)oxy)-6-methoxyquinoline